9-phenanthrolinedicarboxylic acid N1=CC(=CC2=CC=C3C=CC(=NC3=C12)C(=O)O)C(=O)O